monoethyl α-ketoglutarate O=C(C(=O)OCC)CCC(=O)[O-]